5-bromo-2-(1,5-dimethylpiperidin-3-yl)benzo[d]thiazole BrC=1C=CC2=C(N=C(S2)C2CN(CC(C2)C)C)C1